C([2H])([2H])([2H])NCC(=O)O[C@@H](C)CCCC=C (S)-hept-6-en-2-yl (methyl-d3)glycinate